(1R,3S,5R)-2-(2-(3-acetyl-7-methyl-5-(2-methylpyrimidin-5-yl)-1H-indazol-1-yl)acetyl)-N-(2-cyclohexylethyl)-5-methyl-2-azabicyclo[3.1.0]hexane-3-carboxamide C(C)(=O)C1=NN(C2=C(C=C(C=C12)C=1C=NC(=NC1)C)C)CC(=O)N1[C@@H]2C[C@@]2(C[C@H]1C(=O)NCCC1CCCCC1)C